C(C=C)(=O)O.[O-2].[O-2].[Zr+4] zirconium dioxide acrylate